O=S1(CC(C=C1)N1C(C(=CC2=CC=CC(=C12)F)C(=O)N)=O)=O (1,1-dioxido-2,3-dihydrothiophen-3-yl)-8-fluoro-2-oxo-1,2-dihydroquinoline-3-carboxamide